C12(CC(C1)C2)C[C@H](COC2=NC(=NC(=C2)C2=C(C=CC=C2C)C)NS(=O)(=O)C=2C=C(C(=O)O)C=CC2)NCC=2N=C1C(=NC2)C(N(C1)C(C)C)=O 3-[[4-[(2R)-3-(1-bicyclo[1.1.1]pentanyl)-2-[(6-isopropyl-7-oxo-5H-pyrrolo[3,4-b]pyrazin-3-yl)methylamino]propoxy]-6-(2,6-dimethylphenyl)pyrimidin-2-yl]sulfamoyl]benzoic acid